[[2-[(2R,5S)-2-(4-fluoro-3-hydroxy-phenyl)-5-methyl-1-piperidyl]-2-oxo-acetyl]amino]pyridine-3-carboxamide FC1=C(C=C(C=C1)[C@@H]1N(C[C@H](CC1)C)C(C(=O)NC1=NC=CC=C1C(=O)N)=O)O